(2R,4s,6S)-7-((5-methoxy-7-methyl-1H-indol-4-yl)methyl)-6-(4-(piperazine-1-carbonyl)phenyl)-7-azaspiro[3.5]nonane-2-carbonitrile COC=1C(=C2C=CNC2=C(C1)C)CN1[C@@H](CC2(CC(C2)C#N)CC1)C1=CC=C(C=C1)C(=O)N1CCNCC1